N-(2-(2-(4-(4-(2,6-dioxopiperidin-3-yl)-2-fluorophenyl)piperazin-1-yl)ethyl)-4,4-difluoropyrrolidin-1-yl)-3-methoxybenzamide O=C1NC(CCC1C1=CC(=C(C=C1)N1CCN(CC1)CCC1N(CC(C1)(F)F)NC(C1=CC(=CC=C1)OC)=O)F)=O